C[C@@H]1CN(C[C@H]2N1CC1=CC(=CC=C21)C2CCC(CC2)=O)C2=CC(N(C1=NC=CC=C21)C)=O 4-[(4R,10bS)-4-methyl-8-(4-oxocyclohexyl)-3,4,6,10b-tetrahydro-1H-pyrazino[2,1-a]isoindol-2-yl]-1-methyl-1,8-naphthyridin-2-one